C1(=C(C=CC=C1)C1=C(C=CC=C1)C1=C(C(=C(C(=C1C1=C(C=CC=C1)C1=CC=CC=C1)C1=C(C(=CC=C1)C1=CC=CC=C1)C=1SC=CC1)C1=C(C(=CC=C1)C1=CC=CC=C1)C=1SC=CC1)N)N)C1=CC=CC=C1 Di(biphenylyl)bis(phenylthiophenylphenyl)biphenyldiamine